FC=1C=C(C(=NC1C(F)(F)F)OC)NS(=O)(=O)C1=CN(C=2CC(CCC12)(C(F)(F)F)OC)S(=O)(=O)C1=CC=C(C)C=C1 N-(5-fluoro-2-methoxy-6-(trifluoromethyl)pyridin-3-yl)-6-methoxy-1-tosyl-6-(trifluoromethyl)-4,5,6,7-tetrahydro-1H-indole-3-sulfonamide